FC=1C(=C(C=NC1)C1C2=C(NC(=C1C(=O)OC)C=O)COC2=O)C(C)F methyl 4-(5-fluoro-4-(1-fluoroethyl) pyridin-3-yl)-2-formyl-5-oxo-1,4,5,7-tetrahydrofurano[3,4-b]pyridine-3-carboxylate